N-(2-(2-fluoro-3,4-dihydroxy-5-methoxyphenyl)-1-(3-methyloxetan-3-yl)-1H-benzo[d]imidazol-4-yl)acetamide FC1=C(C=C(C(=C1O)O)OC)C1=NC2=C(N1C1(COC1)C)C=CC=C2NC(C)=O